COCCN(C=1C=CC(=NC1)NC(=O)C1CN(C1)C1=CC(=C2C(C(=CN(C2=N1)C=1SC=CN1)C(=O)O)=O)C)C 7-[3-({5-[(2-Methoxyethyl)(methyl)amino]pyridin-2-yl}carbamoyl)azetidin-1-yl]-5-methyl-4-oxo-1-(1,3-thiazol-2-yl)-1,4-dihydro-1,8-naphthyridine-3-carboxylic acid